3-(sec-butyl)-2-oxo-1,2,3,5-tetrahydro-4H-benzo[1,4]diazepine-4-carboxylic acid methyl ester COC(=O)N1C(C(NC2=C(C1)C=CC=C2)=O)C(C)CC